hydroxybenzyl-ethylene-diamine ON(CCN)CC1=CC=CC=C1